C(C1=CC=CC=C1)OC(=O)N1C[C@@H](CC[C@@H]1C)NC=1C2=C(N=CN1)N(C=C2C(=O)OCC)COCC[Si](C)(C)C ethyl 4-(((3R,6S)-1-((benzyloxy) carbonyl)-6-methylpiperidin-3-yl) amino)-7-((2-(trimethylsilyl) ethoxy) methyl)-7H-pyrrolo[2,3-d]pyrimidine-5-carboxylate